2-(3,4-dimethoxyphenyl)-9-ethyl-7-(1-ethyl-1,2,3,6-tetrahydropyridin-4-yl)-4H-pyrido[1,2-a]pyrimidin-4-one COC=1C=C(C=CC1OC)C=1N=C2N(C(C1)=O)C=C(C=C2CC)C=2CCN(CC2)CC